tert-butyl 4-(2-(methylamino)ethyl)piperidine-1-carboxylate CNCCC1CCN(CC1)C(=O)OC(C)(C)C